2-(pyrrolidin-1-yl)-3,5-bistrifluoromethylaniline N1(CCCC1)C1=C(N)C=C(C=C1C(F)(F)F)C(F)(F)F